(S)-((9-amino-4-ethyl-8-fluoro-4-hydroxy-3,14-dioxo-3,4,12,14-tetrahydro-1H-pyrano[3',4':6,7]indolizino[1,2-b]quinolin-11-yl)methyl)carbamic acid methyl ester COC(NCC1=C2C(=NC=3C=C(C(=CC13)N)F)C1=CC3=C(C(N1C2)=O)COC([C@]3(O)CC)=O)=O